ClC=1C=C(OC2=C(N=NN2)C(=O)O)C=CC1Cl 5-(3,4-dichlorophenoxy)-1H-1,2,3-triazole-4-carboxylic acid